C(C)(C)(C)C1=NN=C(O1)C(=O)NC1C2=C(CN(CC1)C1COCC1)C=C(C=C2)C2=NC(=NC=C2)NC=2C=NN(C2)C 5-(tert-butyl)-N-(8-(2-((1-methyl-1H-pyrazol-4-yl)amino)pyrimidin-4-yl)-2-(tetrahydrofuran-3-yl)-2,3,4,5-tetrahydro-1H-benzo[c]azepin-5-yl)-1,3,4-oxadiazole-2-carboxamide